BrC1=CC(=C(C=C1)C1=CC(=NC=C1)NC(=O)C1CC1)[N+](=O)[O-] N-(4-(4-bromo-2-nitrophenyl)pyridin-2-yl)cyclopropanecarboxamide